3-fluoroallyl-carbamate FC=CCNC([O-])=O